FC1(CC(C1)NC1=C(C(=O)O)C=CC(=C1)C1N(CCN(C1)CC(F)F)CC1=C2C=CNC2=C(C=C1OC)C)F 2-((3,3-difluorocyclobutyl)amino)-4-(4-(2,2-difluoroethyl)-1-((5-methoxy-7-methyl-1H-indol-4-yl)methyl)piperazin-2-yl)benzoic acid